tert-Butyl 3-(benzyloxy)-5-(methoxymethyl)piperidine-1-carboxylate C(C1=CC=CC=C1)OC1CN(CC(C1)COC)C(=O)OC(C)(C)C